(3R)-4-amino-N-((3S)-6-bromo-2,3-dihydro-1-benzo-furan-3-yl)-N,3-dimethyl-1,3-dihydrofuro[3,4-c]-quinoline-8-carboxamide NC1=NC=2C=CC(=CC2C2=C1[C@H](OC2)C)C(=O)N(C)[C@@H]2COC1=C2C=CC(=C1)Br